FC1=C(C(=CC(=C1)C#CC1=CC=CC=C1)F)C1=C(C=CC=C1C)S(=O)(=O)N (2,6-difluoro-4-(phenylethynyl)phenyl)-3-methylbenzenesulfonamide